CN(C1=C(C(=C(C=2N1N=CN2)C#N)C)CC2=CC=C(C=C2)[S@@](=O)(C)=N)C (S)-5-(dimethylamino)-6-({4-[imino(methyl)oxo-λ6-sulfanyl]phenyl}methyl)-7-methyl-[1,2,4]triazolo[1,5-a]pyridine-8-carbonitrile